C(=O)C1=CC=C(C=C1)[S@](=O)(NC(=O)NC1=C2CCCC2=CC=2CCCC12)=NC(OC(C)(C)C)=O tert-butyl (R)-((4-formylphenyl)(3-(1,2,3,5,6,7-hexahydro-s-indacen-4-yl)ureido)(oxo)-λ6-sulfanylidene)carbamate